N-(3-(1H-benzo[d]imidazol-2-yl)-1H-pyrazol-4-yl)-1H-pyrrolo[2,3-b]pyridin-4-amine N1C(=NC2=C1C=CC=C2)C2=NNC=C2NC=2C1=C(N=CC2)NC=C1